methyl 2-((4-bromo-1H-benzo[d]imidazol-5-yl) amino)-4,5-dihydro-1H-imidazole-1-carboxylate BrC1=C(C=CC=2NC=NC21)NC=2N(CCN2)C(=O)OC